FC(C1=CC=C(C=N1)C(CN)C)(F)F 2-[6-(trifluoromethyl)-3-pyridyl]propan-1-amine